C(C=C)OCO[C@H]1C[C@@H](O[C@@H]1CO)N1C(=O)NC(=O)C(=C1)CC=CN 3'-O-allyloxymethyl-5-(3-aminoallyl)-2'-deoxyuridine